ClC=1C=C(OC2=C(C=C(C=C2)NC(CC2=C(C=NC=C2)Cl)=O)S(N)(=O)=O)C=CC1 N-[4-(3-chlorophenoxy)-3-sulfamoylphenyl]-2-(3-chloropyridin-4-yl)acetamide